butyl 1-(((3-(3,3-difluorobutyl)-5-(4-fluorophenyl)-2-methyl-1,1-dioxido-7-(trifluoromethyl)-2,3,4,5-tetrahydrobenzo[f][1,2,5]thiadiazepin-8-yl)oxy)methyl)cyclopropane-1-sulfonate FC(CCC1N(S(C2=C(N(C1)C1=CC=C(C=C1)F)C=C(C(=C2)OCC2(CC2)S(=O)(=O)OCCCC)C(F)(F)F)(=O)=O)C)(C)F